C(C)(C)(C)OC(=O)N1CC(C1)(F)COC(=O)N1CCN(CC1)C(=O)C=1NC2=CC=C(C(=C2C1Cl)Cl)F (1-(tert-butoxycarbonyl)-3-fluoroazetidin-3-yl)methyl-4-(3,4-dichloro-5-fluoro-1H-indole-2-carbonyl)piperazine-1-carboxylate